tert-butyl ((7-bromo-1-(4-methoxybenzyl)-1H-imidazo[4,5-c]quinolin-2-yl)methyl)(ethyl)carbamate BrC=1C=CC=2C3=C(C=NC2C1)N=C(N3CC3=CC=C(C=C3)OC)CN(C(OC(C)(C)C)=O)CC